ClC(Cl)(Cl)N1N=CN=C1 trichloromethyl-(1H)-1,2,4-triazol